C(C)(C)(C)C=1C=NC=CC1 3-(t-butyl)pyridine